C(C1=CC=CC=C1)N1CC2(C1)CC(C2)NC(=O)N2CCN(CC2)C2=NC=C(C=N2)C(F)(F)F N-{2-benzyl-2-azaspiro[3.3]heptan-6-yl}-4-[5-(trifluoromethyl)pyrimidin-2-yl]piperazine-1-carboxamide